FC(C(=O)O)(F)F.FC1=CC(=C(C=C1)C=1C(=NC(=CC1)C=1C=NN(C1)C)C1=NN2C(CNCC2)=C1)OCCOC 2-[3-[4-fluoro-2-(2-methoxyethoxy)phenyl]-6-(1-methylpyrazol-4-yl)-2-pyridyl]-4,5,6,7-tetrahydropyrazolo[1,5-a]pyrazine trifluoroacetic acid salt